NC=1C=2N(C=CN1)C(=NC2C2=CC(=C(C(=O)NC1=NC=CC=C1)C=C2)F)C21CCC(CC2)(C1)NC(C#CC)=O 4-(8-amino-3-(4-(but-2-ynamido)bicyclo[2.2.1]heptan-1-yl)imidazolo[1,5-a]pyrazin-1-yl)-2-fluoro-N-(pyridin-2-yl)benzamide